NCC1=C(C=NC=C1)OCCCNC(OC(C)(C)C)=O tert-butyl (3-{[4-(aminomethyl)pyridin-3-yl]oxy}propyl)carbamate